C1=CC=CC=2C3=CC=CC=C3C(C12)COC(=O)N[C@H](C(=O)O)CC12CC(C1)(C2)OC(C)(C)C (S)-2-((((9H-Fluoren-9-yl)methoxy)carbonyl)amino)-3-(3-(tert-butoxy)bicyclo[1.1.1]pentan-1-yl)propanoic acid